[NH4+].[Br-] The molecule is an ammonium salt composed of ammonium and bromide ions in a 1:1 ratio. It is an ammonium salt and a bromide salt.